ClC1=C(C=CC(=C1)Cl)[C@@]1(OC[C@H](O1)COC1=CC=C(C=C1)N1CCN(CC1)C1=CC=C(C=C1)NC(C1=C(C=CC=C1)O)=O)C N-(4-(4-(4-(((2R,4R)-2-(2,4-dichlorophenyl)-2-methyl-1,3-dioxolan-4-yl)methoxy)phenyl)piperazin-1-yl)phenyl)-2-hydroxybenzamide